C1(=CC=C(C=C1)C(CNC1=CC=CC=C1)C)C(CNC1=CC=CC=C1)C 4'-[1,4-phenylene-bis-(1-methylethylene)]-dianiline